Cl.C1OC[C@H]2[C@@H]1CNC2 (3aS,6aR)-3,3a,4,5,6,6a-hexahydro-1H-furo[3,4-c]pyrrole hydrochloride